C1(=CC=CC2=CC=CC=C12)[Si](OC)(OC)OC Naphthyl-trimethoxysilane